indenon C1(C=CC2=CC=CC=C12)=O